BrCC=1SC=C(C1)OC1=C(C=C(C=C1C)F)C 2-(bromomethyl)-4-(4-fluoro-2,6-dimethylphenoxy)thiophene